C[C@@H]1OCCOC(C(N2N=CC(C3=NNC=4C=CC(OC1)=CC34)=C2)([2H])[2H])([2H])[2H] (12S)-12-methyl(6,6,7,7-2H4)-8,11,14-trioxa-4,5,19,20-tetraazatetracyclo[13.5.2.12,5.018,21]tricosa-1(20),2(23),3,15(22),16,18(21)-hexaene